1-(4-(1-methyl-1H-pyrazol-5-yl)-6-(3-methylmorpholino)pyridazin-3-yl)ethanone oxime CN1N=CC=C1C1=C(N=NC(=C1)N1C(COCC1)C)C(C)=NO